tert-butyl (3S)-3-[(1R)-2-[[2-(cyclobutylamino)-5-fluoro-pyridine-4-carbonyl]amino]-1-hydroxy-ethyl]-7-(methoxymethoxy)-3,4-dihydro-1H-isoquinoline-2-carboxylate C1(CCC1)NC1=NC=C(C(=C1)C(=O)NC[C@@H](O)[C@H]1N(CC2=CC(=CC=C2C1)OCOC)C(=O)OC(C)(C)C)F